tertbutyl (1R,5S)-3-(7-bromo-6-chloro-8-fluoro-2-(((S)-1-methylpyrrolidin-2-yl)methoxy)quinazolin-4-yl)-3,8-diazabicyclo[3.2.1]octane-8-carboxylate BrC1=C(C=C2C(=NC(=NC2=C1F)OC[C@H]1N(CCC1)C)N1C[C@H]2CC[C@@H](C1)N2C(=O)OC(C)(C)C)Cl